2-Amino-5-(1-[2-[2-(2-[3-[1-(2,6-dioxopiperidin-3-yl)-3-methyl-2-oxo-1,3-benzodiazol-5-yl]propoxy]ethoxy)ethoxy]ethyl]pyrazol-4-yl)pyridine-3-carboxylic acid NC1=NC=C(C=C1C(=O)O)C=1C=NN(C1)CCOCCOCCOCCCC1=CC2=C(N(C(N2C)=O)C2C(NC(CC2)=O)=O)C=C1